3-((6-(cyclopropanecarboxamido)-5-methoxypyridin-3-yl)ethynyl)-4-methyl-N-(4-((4-methylpiperazin-1-yl)methyl)-3-(trifluoromethyl)phenyl)benzamide C1(CC1)C(=O)NC1=C(C=C(C=N1)C#CC=1C=C(C(=O)NC2=CC(=C(C=C2)CN2CCN(CC2)C)C(F)(F)F)C=CC1C)OC